(S)-2-(4-(7-(8-chloronaphthalen-1-yl)-2-((tetrahydro-1H-pyrrolizin-7a(5H)-yl)methoxy)quinazolin-4-yl)-1-(2-fluoroacryloyl)piperazin-2-yl)acetonitrile ClC=1C=CC=C2C=CC=C(C12)C1=CC=C2C(=NC(=NC2=C1)OCC12CCCN2CCC1)N1C[C@@H](N(CC1)C(C(=C)F)=O)CC#N